C(CC)OCOCC/C=C/CC[Mg]Br (3E)-6-(propoxymethoxy)-3-hexenyl-magnesium bromide